6-(3-Chloro-6-(difluoromethyl)-2-fluorophenyl)-N-(1-((2-((1S,2R,5R)-2-((S)-1-hydroxyethyl)-3-azabicyclo[3.1.0]hexan-3-yl)pyrimidin-5-yl)methyl)-1H-pyrazol-4-yl)pyrazine-2-carboxamide ClC=1C(=C(C(=CC1)C(F)F)C1=CN=CC(=N1)C(=O)NC=1C=NN(C1)CC=1C=NC(=NC1)N1[C@H]([C@H]2C[C@H]2C1)[C@H](C)O)F